CN(C=O)C(C)O N-Methyl-1-hydroxyethylformamid